2-bromo-5-(1-bromo-3-(methylthio)propyl)pyridine BrC1=NC=C(C=C1)C(CCSC)Br